C(CCC)OC(=O)C1=CC=C(C=C1)CCN([C@@H]1C=2C=CC(=NC2CCC1)C(=O)OCCCC)CCC1=C(C=CC=C1)OCC1=C(C=C(C=C1)C1=CC=C(C=C1)C(F)(F)F)Cl butyl (5S)-5-({2-[4-(butoxycarbonyl) phenyl] ethyl} [2-(2-{[3-chloro-4'-(trifluoromethyl)[biphenyl]-4-yl]methoxy}phenyl)ethyl]amino)-5,6,7,8-tetrahydroquinoline-2-carboxylate